N-[3-(2-chloro-5-fluorophenyl)-1-oxo-6-(4,4,5,5-tetramethyl-1,3,2-dioxaborolan-2-yl)-2,3-dihydro-1H-isoindol-4-yl]-3-fluoro-5-(trifluoromethyl)benzamide ClC1=C(C=C(C=C1)F)C1NC(C2=CC(=CC(=C12)NC(C1=CC(=CC(=C1)C(F)(F)F)F)=O)B1OC(C(O1)(C)C)(C)C)=O